(S)-N-(2-(hydroxymethyl)-2-methyl-6-morpholino-2,3-dihydrofuro[2,3-b]pyridin-5-yl)pyrazolo[1,5-a]pyrimidine-3-carboxamide OC[C@@]1(CC=2C(=NC(=C(C2)NC(=O)C=2C=NN3C2N=CC=C3)N3CCOCC3)O1)C